10-chloro-5-(2-methoxyethoxy)-2,3-dihydro-[1,4]dioxino[2,3-f]quinoline ClC1=CC=NC2=CC(=C3C(=C12)OCCO3)OCCOC